FC1=CC=C(C=C1)[C@H](O)C1=CC=CC=C1 (R)-4-fluorophenyl-phenylmethanol